(R)-2-(4-chlorophenyl)-1-(4-((5R,7R)-7-hydroxy-5-methyl-6,7-dihydro-5H-cyclopenta[d]pyrimidin-4-yl)piperazin-1-yl)-3-(4-methoxypiperidin-1-yl)propan-1-one ClC1=CC=C(C=C1)[C@@H](C(=O)N1CCN(CC1)C=1C2=C(N=CN1)[C@@H](C[C@H]2C)O)CN2CCC(CC2)OC